potassium nitrogen phosphorus potassium [K].[P].[N].[K]